3-((5-(5-(Difluoromethyl)-1,3,4-oxadiazol-2-yl)pyridin-2-yl)methyl)-5-fluoro-6-(1-(piperidin-4-yl)-1H-pyrazol-4-yl)benzo[d]oxazol-2(3H)-one FC(C1=NN=C(O1)C=1C=CC(=NC1)CN1C(OC2=C1C=C(C(=C2)C=2C=NN(C2)C2CCNCC2)F)=O)F